C(C)OC(NC1=C(C=C(C=C1)CNC1=CC(=C(C=C1)C)Cl)N)=O {2-Amino-4-[(3-chloro-4-methylphenylamino)methyl]phenyl}carbamic acid ethyl ester